2-p-tert-butylphenyl-hydrazine C(C)(C)(C)C1=CC=C(C=C1)NN